C(C)(=O)OC1=CC=C(C2=CC=CC=C12)OC(C)=O 1,4-bis(acetyloxy)naphthalene